2H-1,2,4-triazole-3(4H)-thione N=1NC(NC1)=S